NC=1C(=NN(C1)CC(=O)OCC)C(=O)OC methyl 4-amino-1-(2-ethoxy-2-oxoethyl)-1H-pyrazole-3-carboxylate